C1(=CC(=CC=C1)C1=NC(=NC(=N1)C1=CC=CC=C1)C1=CC=CC=2OC3=C(C21)C=C(C=C3)C3=CC=C(C=C3)C3=CC=C(C=C3)C3=CC=CC=C3)C3=CC=CC=C3 2-biphenyl-3-yl-4-phenyl-6-(8-[1,1':4',1''-terphenyl]-4-yl-1-dibenzofuranyl)-1,3,5-triazine